FC1=C(C=O)C=CC(=C1F)F 2,4-difluoro-fluorobenzaldehyde